C(C(=O)O)(=O)O.OCCNC(NCCO)=O bis(2-hydroxyethyl)-urea oxalate